6-(3-cyanopyrrolo[1,2-b]pyridazin-7-yl)-4-(((1r,4R)-4-(4-(difluoromethyl)oxazol-2-yl)cyclohexyl)amino)-N-((R)-2-fluoro-3-hydroxy-3-methylbutyl)nicotinamide C(#N)C1=CC=2N(N=C1)C(=CC2)C2=NC=C(C(=O)NC[C@H](C(C)(C)O)F)C(=C2)NC2CCC(CC2)C=2OC=C(N2)C(F)F